(R)-(6-(4-((4-(1H-pyrazol-4-yl)phenyl)-amino)-pyrimidin-2-yl)-1H-indol-2-yl)(3-(hydroxy-methyl)-morpholino)-methanone N1N=CC(=C1)C1=CC=C(C=C1)NC1=NC(=NC=C1)C1=CC=C2C=C(NC2=C1)C(=O)N1[C@@H](COCC1)CO